3-(dimethylamino)-2-(trifluoromethyl)prop-2-en-1-one CN(C=C(C=O)C(F)(F)F)C